tert-butyl (1-(4-amino-5-iodo-1-methyl-6-oxo-1,6-dihydropyrimidin-2-yl)-4-methylpiperidin-4-yl)carbamate NC=1N=C(N(C(C1I)=O)C)N1CCC(CC1)(C)NC(OC(C)(C)C)=O